ClC1=CC=C(C=N1)CN1CCN2C1=C(C1CCC2O1)[N+](=O)[O-] 1-[(6-Chloropyridin-3-yl)methyl]-9-nitro-2,3,5,6,7,8-hexahydro-1H-5,8-epoxyimidazo[1,2-a]azepin